1-Phenyl-3-methylpyrazol-5-on C1(=CC=CC=C1)N1NC(=CC1=O)C